CC(CC)N=C=S 1-methylpropylisothiocyanate